(R)-5-(3-(ethylamino)pyrrolidin-1-yl)-N-(6-methoxy-2-methyl-2H-indazol-5-yl)pyrazine-2-carboxamide C(C)N[C@H]1CN(CC1)C=1N=CC(=NC1)C(=O)NC1=CC2=CN(N=C2C=C1OC)C